(R)-N-(3-chloro-2-methylbenzyl)-2-(4-(5-fluoropyridin-2-yl)-1,9-dioxaspiro[5.5]undecan-4-yl)ethan-1-amine ClC=1C(=C(CNCC[C@]2(CCOC3(C2)CCOCC3)C3=NC=C(C=C3)F)C=CC1)C